CC=1NC(C=C2C1CC(C2)(C(=O)OC)C(=O)OC)=O Dimethyl 1-methyl-3-oxo-5,7-dihydro-2H-cyclopenta[c]pyridine-6,6-dicarboxylate